P(=O)(O)(O)OC[C@H]([C@@H]([C@@H]([C@H](C(=O)O)O)O)O)O.ClC1=CC=C(C=C1)C1=CC(=NC(=N1)C=1C=NN(C1)C)C(=O)N[C@@]1(CC=C(C=C1)F)C1CC1 (S)-6-(4-chlorophenyl)-N-(1-cyclopropyl-(4-fluorophenyl))-2-(1-methyl-1H-pyrazol-4-yl)pyrimidine-4-carboxamide 6-phosphogalactonate